4-[7-(2-aminopropoxy)imidazo[1,2-a]pyridin-3-yl]-N-cyclopropyl-2-(difluoromethoxy)-6-methoxy-benzamide NC(COC1=CC=2N(C=C1)C(=CN2)C2=CC(=C(C(=O)NC1CC1)C(=C2)OC)OC(F)F)C